CC(=O)[C@]1(CC[C@@H]2[C@@]1(CC[C@H]3[C@H]2CC=C4[C@@]3(CC[C@@H](C4)O)C)C)O The molecule is a hydroxypregnenolone carrying an alpha-hydroxy group at position 17. It has a role as a human metabolite and a mouse metabolite. It is a hydroxypregnenolone, a 3beta-hydroxy steroid, a 17alpha-hydroxy steroid, a 3beta-hydroxy-Delta(5)-steroid, a 17alpha-hydroxy-C21-steroid and a tertiary alpha-hydroxy ketone.